2-((5-(1-aminoisoquinolin-5-yl)-1-(sec-butyl)-1H-indazol-3-yl)methoxy phenyl)acetate NC1=NC=CC2=C(C=CC=C12)C=1C=C2C(=NN(C2=CC1)C(C)CC)COC1=C(C=CC=C1)CC(=O)[O-]